tert-butyl 2-((1-methylcyclopropanecarboxamido)methyl)-6-((5-methylisoxazol-3-yl)oxy)-1H-indole-1-carboxylate CC1(CC1)C(=O)NCC=1N(C2=CC(=CC=C2C1)OC1=NOC(=C1)C)C(=O)OC(C)(C)C